FC=1C=C(C2=C(SC=C2)C1)N1CCN(CC1)CCC1C(N(C2=CC=CC=C2C1)CO)=O (2-(4-(6-fluorobenzo[b]thiophen-4-yl)piperazin-1-yl)ethyl)-1-(hydroxymethyl)-3,4-dihydro-quinolin-2(1H)-one